3,6-bis(5-bromothiophen-2-yl)-2,5-bis(2-hexyldecyl)pyrrolo[3,4-c]pyrrole-1,4(2H,5H)-dione BrC1=CC=C(S1)C=1N(C(C2=C(N(C(C21)=O)CC(CCCCCCCC)CCCCCC)C=2SC(=CC2)Br)=O)CC(CCCCCCCC)CCCCCC